(M)-(1R,8S)-6-(5-hydroxy-2-methylphenyl)-4-(2-(2-propenoyl)-2,6-diazaspiro[3.4]octan-6-yl)-3-azatricyclo[6.2.1.02,7]undeca-2,4,6-triene-5-carbonitrile OC=1C=CC(=C(C1)C=1C(=C(N=C2[C@@H]3CC[C@H](C12)C3)N3CC1(CN(C1)C(C=C)=O)CC3)C#N)C